COC1=C(CC(N)C)C=C(C(=C1)SCCC)OC 2,5-dimethoxy-4-propylthio-amphetamine